(2R,3R,4S,5R)-6-(3-((5-(4-fluorophenyl) thiophen-2-yl) methyl)-4-methylphenyl)-2-hydroxy-6-oxohexane-1,3,4,5-tetrayl tetraacetate C(C)(=O)OC[C@H]([C@H]([C@@H]([C@H](C(=O)C1=CC(=C(C=C1)C)CC=1SC(=CC1)C1=CC=C(C=C1)F)OC(C)=O)OC(C)=O)OC(C)=O)O